BrC1=NNC2=CC(=CC=C12)N 3-bromo-1H-indazol-6-amine